CN(C(OC(C)(C)C)=O)CCCNC1=NC(=NC(=C1)C)NC(=O)NC1=CC=C(C=C1)C tert-Butyl methyl(3-((6-methyl-2-(3-(p-tolyl)ureido)pyrimidin-4-yl)amino)propyl)carbamate